CC1=C(C=CC=C1)[C@@H]([C@H](C)OC([C@H](C)NC(=O)C1=NC=CC(=C1OC(CC)=O)OC)=O)C (2S)-2-[(4-methoxy-3-propionyloxypyridine-2-carbonyl)amino]propionic acid [(2S,3S)-3-(2-methylphenyl) butan-2-yl] ester